NC1=C(C(=NN1C(C)C)C=1C=NC(=CC1)C(C(=O)NC1=CC(=NO1)C(CC)(C)C)C)C(=O)N 5-Amino-1-isopropyl-3-[6-[2-[[3-(1,1-dimethylpropyl)isoxazol-5-yl]amino]-1-methyl-2-oxo-ethyl]-3-pyridinyl]pyrazole-4-carboxamide